O=C1NC(CCC1N1C(C2=CC=C(C=C2C1)C#CCCCCCCN1CCC(CC1)C1=CC=C(C(=O)N2CCC(CC2)CCCCNC(\C=C\C=2C=NC=CC2)=O)C=C1)=O)=O (E)-N-(4-(1-(4-(1-(8-(2-(2,6-dioxopiperidin-3-yl)-1-oxoisoindoline-5-yl)oct-7-yn-1-yl)piperidin-4-yl)benzoyl)piperidin-4-yl)butyl)-3-(pyridin-3-yl)acrylamide